dichloro(phenyl)methane ClC(C1=CC=CC=C1)Cl